1-(3-cyano-2-pyridinyl)-8-chloro-6-fluoro-1,4-dihydro-7-piperazinyl-4-oxo-3-quinolinecarboxylic acid C(#N)C=1C(=NC=CC1)N1C=C(C(C2=CC(=C(C(=C12)Cl)N1CCNCC1)F)=O)C(=O)O